Cl.NCC1C(CC1)CN 1,2-diaminomethylcyclobutane hydrochloride